6-phenyl-1,4-dihydro-isoquinolin-3(2H)-one C1(=CC=CC=C1)C=1C=C2CC(NCC2=CC1)=O